N1(CCC1)C1=C(C=C(C(=O)NC2=C(C=C(C=C2)F)CC(=O)OC(C)(C)C)C=C1)[N+](=O)[O-] tert-butyl 2-(2-(4-(azetidin-1-yl)-3-nitrobenzamido)-5-fluorophenyl)acetate